3,6-dibromomethylpyridineformaldehyde BrCC=1C(=NC(=CC1)CBr)C=O